FC1(C(C1)N)F 2,2-difluorocyclopropane-1-amine